C(C)N(CCN1N=C(C(=C1)NC1=NC=C(C(=N1)NCCCN1CCOCCC1=O)C(F)(F)F)C)CC 4-(3-((2-((1-(2-(Diethylamino)ethyl)-3-methyl-1H-pyrazol-4-yl)amino)-5-(trifluoromethyl)pyrimidin-4-yl)amino)propyl)-1,4-oxazepan-5-on